C(CCC)OC[N-]COCCC N-butoxymethyl-N-(propoxymethyl)Amide